COC1=CC(=C(C=C1NC1=NC=NC(=C1)N1OCC[C@@H]1C1=CC(=CC=C1)C(F)(F)F)NC(C=C)=O)N1CCN(CCC1)C (R)-N-(4-methoxy-2-(4-methyl-1,4-diazepan-1-yl)-5-((6-(3-(3-(trifluoromethyl)phenyl)isooxazolidin-2-yl)pyrimidin-4-yl)amino)phenyl)acrylamide